2-(methyl)acryloxyethyl-trimethoxysilane CC(C(=O)OCC[Si](OC)(OC)OC)=C